(2S)-6-{[(2S)-2-[(6-aminospiro[3.3]heptane-2-carbonyl)amino]-3-(naphthalen-2-yl)propanoyl]amino}-2-({[(2S)-1,5-di-tert-butoxy-1,5-dioxopentan-2-yl]carbamoyl}amino)hexanoic acid NC1CC2(CC(C2)C(=O)N[C@H](C(=O)NCCCC[C@@H](C(=O)O)NC(N[C@H](C(=O)OC(C)(C)C)CCC(=O)OC(C)(C)C)=O)CC2=CC3=CC=CC=C3C=C2)C1